N-(4-((3-chloro-2-fluorophenyl)amino)-7-((1-methylpyrrolidin-3-yl)ethynyl)quinazolin-6-yl)acrylamide ClC=1C(=C(C=CC1)NC1=NC=NC2=CC(=C(C=C12)NC(C=C)=O)C#CC1CN(CC1)C)F